1-[(4-vinylphenyl)methyl]-3-butyl-imidazole chloride salt [Cl-].C(=C)C1=CC=C(C=C1)CN1CN(C=C1)CCCC